ClC=1C=C2CC(O[C@H](C2=CC1)[C@H]1O[C@H]([C@H]2[C@@H]1OC(O2)(C)C)N2C=CC1=C2N=CN=C1N)=O (1R)-6-chloro-1-[(3aR,4R,6R,6aR)-4-(4-aminopyrrolo-[2,3-d]pyrimidin-7-yl)-2,2-dimethyl-3a,4,6,6a-tetrahydrofuro[3,4-d][1,3]dioxol-6-yl]isochroman-3-one